2-(N,N-dimethylamino)-2-(4-methylbenzyl)-1-(4-morpholinophenyl)butan-1-one CN(C)C(C(=O)C1=CC=C(C=C1)N1CCOCC1)(CC)CC1=CC=C(C=C1)C